NC1=C2C([C@]3([C@](OC4=C3C=CC(=C4)[C@H](C)C4CC4)(C2=CC=C1)O)N)=O (4bR,9bR)-1,9b-diamino-7-((R)-1-cyclopropylethyl)-4b-hydroxy-4b,9b-dihydro-10H-indeno[1,2-b]benzofuran-10-one